BrC1=NC(=CC2=C1OCC(O2)F)SC 5-bromo-2-fluoro-7-(methylthio)-2,3-dihydro-[1,4]dioxino[2,3-c]pyridine